C1(CCC1)CN1C(N(CC12CCC(CC2)(C2=CC=CC=C2)NC)CC2=CC(=CC=C2)OC)=O 1-(cyclobutyl-methyl)-3-[(3-methoxyphenyl)-methyl]-8-methylamino-8-phenyl-1,3-diazaspiro[4.5]decan-2-one